OC1=C(C=O)C=C(C=C1)C(C1=CC=CC=C1)=O 2-hydroxy-5-benzoyl-benzaldehyde